3-Amino-6-(4-trifluoromethylphenyl)-2-(1-methyl-1H-pyrazol-4-yl)isonicotinic acid NC1=C(C(=O)O)C=C(N=C1C=1C=NN(C1)C)C1=CC=C(C=C1)C(F)(F)F